5-(Cyclopropylmethoxy)-8-chloro-1-[trans-4-(pyridin-2-yloxy)cyclohexyl]-5,6-dihydro-4H-[1,2,4]triazolo[4,3-a][1]benzazepin C1(CC1)COC1CC=2N(C3=C(C1)C=C(C=C3)Cl)C(=NN2)[C@@H]2CC[C@H](CC2)OC2=NC=CC=C2